FC(C(=O)O)(F)F.O1CCN(CC1)C1(CCCCC1)CNC(=O)C1=NNC(=C1)C=1C=C(C=CC1)C=1OC(=CN1)C(=O)NC(CC)CC 2-(3-(3-(((1-morpholinocyclohexyl)methyl)carbamoyl)-1H-pyrazol-5-yl)phenyl)-N-(pentan-3-yl)oxazole-5-carboxamide trifluoroacetate